C(C)(=O)OCC1S(CC=C1C)(=O)=O (3-methyl-1,1-dioxido-2,5-dihydrothiophen-2-yl)methyl acetate